N-((1,4-dioxan-2-yl)methyl)-2-(4-(methylcarbamoyl)phenyl)benzo[d]imidazo[2,1-b]thiazole-7-carboxamide O1C(COCC1)CNC(=O)C1=CC2=C(N3C(S2)=NC(=C3)C3=CC=C(C=C3)C(NC)=O)C=C1